C(C)(C)(C)OC(=O)N1C[C@H]2[C@@H](C1)C(CC2)CI (3aR,6aR)-4-(iodomethyl)hexahydrocyclopenta[c]pyrrole-2(1H)-carboxylic acid tert-butyl ester